N-tetradecyl-2-phenyl-3,5,7-trimethoxyquinolin-4-one C(CCCCCCCCCCCCC)N1C(=C(C(C2=C(C=C(C=C12)OC)OC)=O)OC)C1=CC=CC=C1